Cumyl phenylthioacetate C1(=CC=CC=C1)CC(=S)OC(C)(C)C1=CC=CC=C1